2,3-dihydro-2,2-dimethyl-7-benzofuranylmethyl-carbamate CC1(OC2=C(C1)C=CC=C2CNC([O-])=O)C